C(C)(C)OC(=O)N1[C@H](CN(CC1)CC1=C(C(=CC(=C1)C)N)C)C (2S)-4-[(3-amino-2,5-dimethyl-phenyl)methyl]-2-methyl-piperazine-1-carboxylic acid isopropyl ester